C(C)(C)O[Si](OC(C)C)(OC(C)C)CCCCCCCCCCCCSSCCCCCCCCCCCC[Si](OC(C)C)(OC(C)C)OC(C)C bis(triisopropoxysilyldodecyl) disulfide